(S)-4-(4-chloro-6-(2-ethylpiperidin-1-yl)pyridinamido)-2-methylbenzoic acid ClC1=CC(=NC(=C1)N1[C@H](CCCC1)CC)C(=O)NC1=CC(=C(C(=O)O)C=C1)C